COC(=O)C=1C=CC2=C(OC3C(O2)COC3)C1.NC1(CCCCC1)CC1(CCCCC1)N bis(aminocyclohexyl)methane Methyl-1,3,3a,9a-tetrahydrobenzo[b]furo[3,4-e][1,4]dioxine-6-carboxylate